FC=1C(=C(C=CC1F)C(=O)N1CC(C1)(O)C(C)NC([C@@](C(F)(F)F)(C1=CC=CC=C1)OC)=O)NC1=C(C=C(C=C1)I)F (2R)-N-{1-[1-({3,4-difluoro-2-[(2-fluoro-4-iodophenyl)amino]phenyl}carbonyl)-3-hydroxyazetidin-3-yl]ethyl}-3,3,3-trifluoro-2-(methyloxy)-2-phenylpropanamide